OC(CC(=O)O)C1=CC=CC=C1 L-3-hydroxy-3-phenylpropionic acid